NC1=NC(=CC(=C1)N[C@H](CO)CCC)CC1=CC=C(C=C1)C(=O)N1CCNCC1 (S)-2-amino-4-((1-hydroxypentan-2-yl)amino)-6-(4-(piperazine-1-carbonyl)benzyl)pyridine